O=C1NC(CCC1N1C(N(C2=C1C=CC(=C2)N2CCC(CC2)CCNC(=O)NC2=CC1=CC(=C(C(=C1C=C2)F)N2S(NC(C2)=O)(=O)=O)O)C)=O)=O 1-[2-[1-[1-(2,6-dioxo-3-piperidyl)-3-methyl-2-oxo-benzimidazol-5-yl]-4-piperidyl]ethyl]-3-[5-fluoro-7-hydroxy-6-(1,1,4-trioxo-1,2,5-thiadiazolidin-2-yl)-2-naphthyl]urea